cis-2-(4-bromophenyl)cyclopentylamine BrC1=CC=C(C=C1)[C@@H]1[C@@H](CCC1)N